1-[(4-chlorobenzyl)oxy]-2-(3-cyanophenyl)-4-methyl-1H-imidazole-5-carboxylic acid ethyl ester C(C)OC(=O)C1=C(N=C(N1OCC1=CC=C(C=C1)Cl)C1=CC(=CC=C1)C#N)C